[Sn].C1=CC=CC=2C3=CC=CC=C3C=CC12 phenanthrene tin